(2R,3R,4S,5S)-2-(acetoxymethyl)-5-(1-(1-(tert-butoxycarbonyl)piperidin-4-yl)-2,4-dioxo-1,2,3,4-tetrahydropyrimidin-5-yl)tetrahydrofuran-3,4-diacetate C(C)(=O)OC[C@@H]1O[C@@H]([C@H]([C@H]1CC(=O)[O-])CC(=O)[O-])C=1C(NC(N(C1)C1CCN(CC1)C(=O)OC(C)(C)C)=O)=O